COC=1C=C2C(=NC(=NC2=CC1OCC1CCN(CC1)CCNC1=CC=NC2=CC=CC=C12)N1CCN(CC1)C1=CC=CC=C1)NCCNC1=CC=CC2=CC=CC=C12 N1-(6-methoxy-2-(4-phenylpiperazin-1-yl)-7-((1-(2-(quinolin-4-ylamino)ethyl)piperidin-4-yl)methoxy)quinazolin-4-yl)-N2-(naphthalen-1-yl)ethane-1,2-diamine